1-ethoxy-1-oxopropan-2-yl 1-[2-chloro-5-(3,5-dimethyl-2,6-dioxo-4-sulfanylidene-1,3,5-triazinan-1-yl)-4-fluorophenoxy]cyclopropanecarboxylate ClC1=C(OC2(CC2)C(=O)OC(C(=O)OCC)C)C=C(C(=C1)F)N1C(N(C(N(C1=O)C)=S)C)=O